5-amino-2-phenyl-2,3-dihydro-1H-indole-1-carboxylic acid tert-butyl ester C(C)(C)(C)OC(=O)N1C(CC2=CC(=CC=C12)N)C1=CC=CC=C1